1-[2-(4-acetylpiperazin-1-yl)acetyl]-4-fluoro-N-{phenyl-[4-(propan-2-yl)phenyl]methyl}pyrrolidine-2-carboxamide C(C)(=O)N1CCN(CC1)CC(=O)N1C(CC(C1)F)C(=O)NC(C1=CC=C(C=C1)C(C)C)C1=CC=CC=C1